(2-(Benzyloxy)-6-(3,5-dichlorophenyl)pyridin-4-yl)methanol ammonium lauroyl-sarcosinate C(CCCCCCCCCCC)(=O)N(C)CC(=O)[O-].[NH4+].C(C1=CC=CC=C1)OC1=NC(=CC(=C1)CO)C1=CC(=CC(=C1)Cl)Cl